CNC1=NC2=CC=C(C=C2C=N1)C=1C(=NNC1)C(=O)N 4-(2-(methylamino)quinazolin-6-yl)-1H-pyrazole-3-carboxamide